[OH-].C[N+](C)(C)C12CC3CC(CC(C1)C3)C2 N,N,N-trimethyl-adamantylammonium hydroxide